C(CCC)S(=O)(=O)CC Ethyl butyl sulfone